C[C@]12[C@H]3CC[C@@]4(C(=CC[C@H]4[C@@H]3CC=C2C[C@H](CC1)NC(CCCCCCC(=O)OC)=O)C=1C=NC=CC1)C methyl 8-(((3S,8R,9S,10R,13S,14S)-10,13-dimethyl-17-(pyridin-3-yl)-2,3,4,7,8,9,10,11,12,13,14,15-dodecahydro-1H-cyclopenta[a]phenanthren-3-yl) amino)-8-oxooctanoate